C1NCC=2C(=NC=CC21)C#N 2,3-dihydro-1H-pyrrolo[3,4-c]pyridine-4-carbonitrile